2-(tert-butyl)-N-(4-(2-((1-(2-hydroxyethyl)-1H-pyrazol-4-yl)amino)pyrimidin-4-yl)-2-methylbenzyl)thiazole-5-carboxamide C(C)(C)(C)C=1SC(=CN1)C(=O)NCC1=C(C=C(C=C1)C1=NC(=NC=C1)NC=1C=NN(C1)CCO)C